tert-butyl 6-[[3-fluoro-5-(trifluoromethylsulfonyl)phenyl]methyl]-2-azaspiro[3.3]heptane-2-carboxylate FC=1C=C(C=C(C1)S(=O)(=O)C(F)(F)F)CC1CC2(CN(C2)C(=O)OC(C)(C)C)C1